2-phenylthiophene-3-carboxylic acid ethyl ester C(C)OC(=O)C1=C(SC=C1)C1=CC=CC=C1